3-(tert-butyl-dimethyl-silanyloxy)-2-(4-fluoro-benzyl)-propionic acid C(C)(C)(C)[Si](OCC(C(=O)O)CC1=CC=C(C=C1)F)(C)C